CN1N=C(C=C1C)NC1=NC=C(C(=N1)C1=CNC2=C(C=CC=C12)N1C(C2=C(C=CC(=C2C1)C1=CC(=NC=C1)NC)F)=O)C 2-(3-(2-((1,5-dimethyl-1H-pyrazol-3-yl)amino)-5-methylpyrimidin-4-yl)-1H-indol-7-yl)-7-fluoro-4-(2-(methylamino)pyridin-4-yl)isoindolin-1-one